3-(4-amino-3-cyclopropyl-pyrazol-1-yl)-3-methyl-tetrahydrofuran-2-one NC=1C(=NN(C1)C1(C(OCC1)=O)C)C1CC1